1-hydroxy-5,5-dimethyl-silafluorene O[Si]1=CC=CC2=C3C(C=CC=C3C=C12)(C)C